C(C)OC=1C=C(C=CC1OCC)C(=O)N1CCN(CC1)CC1=CC=NC=C1 (3,4-Diethoxy-phenyl)-[4-(4-pyridyl-methyl)piperazin-1-yl]methanone